3-Fluoroazetidin FC1CNC1